C(C)(C)(C)OC(=O)N1CCC2C1CN(CC2)C2=C1C(=C(NC1=C(C=C2F)C(N)=O)C)C 6-(7-carbamoyl-5-fluoro-2,3-dimethyl-1H-indol-4-yl)octahydro-1H-pyrrolo[2,3-c]pyridine-1-carboxylic acid tert-butyl ester